(3R)-6-(2-chloroethyl)-1,1-difluoro-5-azaspiro[2.4]heptane-5,6-dicarboxylic acid 5-(tert-butyl) 6-methyl ester COC(=O)C1(N(C[C@]2(CC2(F)F)C1)C(=O)OC(C)(C)C)CCCl